ClC=1C=C2C(=CNC2=CC1)CCCNS(=O)(=O)C1=CC=C(C=C1)OCCCN1CCN(CCC1)C N-(3-(5-chloro-1H-indol-3-yl)propyl)-4-(3-(4-methyl-1,4-diazepan-1-yl)propoxy)benzenesulfonamide